OC[C@@]1(OC2=C(C1)C=C(C(=C2)N2CCC1(CNC1=O)CC2)NC(=O)C=2C=NN1C2N=CC=C1)C (R)-N-(2-(hydroxymethyl)-2-methyl-6-(1-oxo-2,7-diazaspiro[3.5]nonan-7-yl)-2,3-dihydrobenzofuran-5-yl)pyrazolo[1,5-a]pyrimidine-3-carboxamide